COC(C1CCN(CC1)C1=CC(=C(C=C1)[C@H]1C=2C=CC(=CC2CC[C@H]1C1=CC=CC=C1)O)C)OC (5S,6R)-5-(4-(4-(dimethoxymethyl)piperidin-1-yl)-2-methylphenyl)-6-phenyl-5,6,7,8-tetrahydronaphthalen-2-ol